C(C)(C)(C)OC(=O)N1CCN(CC1)C1=CC=2N(C(=C1)C)N=C(C2N)CC 4-(3-amino-2-ethyl-7-methylpyrazolo[1,5-a]pyridin-5-yl)piperazine-1-carboxylic acid tert-butyl ester